FC(C(=O)O)(F)F.FC(C(=O)O)(F)F.C1C(CC12CCNCC2)COC=2C(C=C(OC2)CN2CC1=CC=CC=C1CC2)=O 5-((7-azaspiro[3.5]nonan-2-yl)methoxy)-2-((3,4-dihydroisoquinolin-2(1H)-yl)methyl)-4H-pyran-4-one bis-trifluoroacetate